4-((2-propyl-4-(2',3',4',5'-tetrahydro-[1,1'-biphenyl]-4-yl)-1H-benzo[d]imidazol-1-yl)methyl)benzoic acid C(CC)C1=NC2=C(N1CC1=CC=C(C(=O)O)C=C1)C=CC=C2C2=CC=C(C=C2)C=2CCCCC2